N-butylpyrrole CCCCN1C=CC=C1